2-((2-(2-(tert-butyl)pyridin-4-yl)-1H-indol-5-yl)thio)acetic acid C(C)(C)(C)C1=NC=CC(=C1)C=1NC2=CC=C(C=C2C1)SCC(=O)O